N-[4-(5-fluoro-2-pyridyl)-4-piperidinyl]-4-(trifluoromethoxy)benzenesulfonamide FC=1C=CC(=NC1)C1(CCNCC1)NS(=O)(=O)C1=CC=C(C=C1)OC(F)(F)F